Cl.N[C@@H](CNC(O)=O)CC1=CC=CC=C1 [R]-2-amino-3-phenylpropylcarbamate hydrochloride